ClC=1C=C(OC2=C(C(=O)N)C=CC=C2)C=CC1 2-(3-chlorophenoxy)benzamide